1-(1H-indol-4-yl)ethan-1-ol N1C=CC2=C(C=CC=C12)C(C)O